ClC1=CC=C(C=C1)C(CCCOB([O-])[O-])(C1=CC=C(C=C1)Cl)C1=CC=C(C=C1)Cl.C(CCCCCCCCCCCCCCC)[N+](CC1=CC=CC=C1)(C)C.C(CCCCCCCCCCCCCCC)[N+](C)(C)CC1=CC=CC=C1 hexadecyldimethylbenzylammonium tris(p-chlorophenyl)butylborate